ClC1=CC=C(C=C1)C=1N=C2N(C(C1C)=O)C=C(C=C2[C@@H](C)NC2=C(C(=O)O)C=CC=C2)C (R)-2-((1-(2-(4-chlorophenyl)-3,7-dimethyl-4-oxo-4H-pyrido[1,2-a]pyrimidin-9-yl)ethyl)amino)benzoic acid